C1(CC1)N1CC(CC1=O)NC(=O)NC1=C(C=CC(=C1)F)F 1-(1-cyclopropyl-5-oxopyrrolidin-3-yl)-3-(2,5-difluorophenyl)urea